NC1=C(C=C(C=C1Cl)C1=C2CN(C(C2=C(C=C1)O)=O)CC(C(=O)N)=C)Cl 2-{[4-(4-amino-3,5-dichlorophenyl)-7-hydroxy-1-oxo-2,3-dihydro-1H-isoindol-2-yl]methyl}prop-2-enamide